(4S)-4-hydroxy-1-isopropyl-pyrrolidin-2-one O[C@H]1CC(N(C1)C(C)C)=O